1-(4-((4'-((3,5-dimethylpiperazin-1-yl)methyl)-[1,1'-biphenyl]-4-yl)methyl)phenyl)-5-methyl-1H-1,2,4-triazole-3-carboxamide CC1CN(CC(N1)C)CC1=CC=C(C=C1)C1=CC=C(C=C1)CC1=CC=C(C=C1)N1N=C(N=C1C)C(=O)N